CC=1N=C(N(C1)CCC)CN(CCCCN)C1CCCC=2C=CC=NC12 N1-(4-methyl-1-propyl-1H-imidazol-2-ylmethyl)-N1-(5,6,7,8-tetrahydro-quinolin-8-yl)-butane-1,4-diamine